E-Boc-L-Lysine C(=O)(OC(C)(C)C)N[C@@H](CCCCN)C(=O)O